C(C)OC(=O)C1=CC2=C(N(C(S2)=N)NC(=O)C2=C(C(=O)O)C=CC=C2)C=C1 ((6-(ethoxycarbonyl)-2-iminobenzo[d]thiazol-3(2H)-yl)carbamoyl)benzoic acid